CC=1C(CC=2C(CC(C(C2C1)(C)C)C)(C)C)=O 3,5,5,6,8,8-hexamethyl-5,6,7,8-tetrahydro-naphthalen-2-one